C(#N)CC(=O)C1=C(C=C(C=C1)N1CCN(CC1)C(=O)OC(C)(C)C)OC tert-Butyl 4-[4-(2-cyanoacetyl)-3-methoxy-phenyl]piperazine-1-carboxylate